C(=O)C1=CC=C(O1)C(=O)N 5-FORMYL-2-FURANCARBOXAMIDE